CC(C)(C)C1=NC=NC(=C1)C1=CC=CC=C1 4-(1,1-dimethylethyl)-6-phenylpyrimidine